O1COC2=C1C=CC(=C2)C2(CC2)CNC(=O)[C@H]2N(C[C@@H](C2)O)C([C@H](C(C)(C)C)N2N=NC(=C2)C2CC2)=O (2S,4R)-N-[[1-(1,3-benzodioxol-5-yl)cyclopropyl]methyl]-1-[(2S)-2-(4-cyclopropyltriazol-1-yl)-3,3-dimethyl-butanoyl]-4-hydroxy-pyrrolidine-2-carboxamide